C(C)(C)(C)C1C2(CCC(C1)N2)C=O tert-Butyl-1-formyL-7-azabicyclo[2.2.1]heptane